1-(3-(2,6-dioxopiperidin-3-yl)-1-methyl-1H-indazol-7-yl)piperidin O=C1NC(CCC1C1=NN(C2=C(C=CC=C12)N1CCCCC1)C)=O